BrC1=CC2=C(N(C=N2)C2=CC(=C(C(=O)NCC(F)F)C(=C2)OC)OC)C=C1 4-(5-bromobenzimidazol-1-yl)-N-(2,2-difluoroethyl)-2,6-dimethoxy-benzamide